dichloro-2,6'-diaminobiphenyl ClC1=C(C(=C(C=C1)C1=CC=CC=C1N)N)Cl